C1(CC1)C=1OC2=C(N1)C=C(C(=C2)C(=O)OC)F Methyl (2-cyclopropyl-5-fluorobenzo[d]oxazol-6-yl)carboxylate